OCCC1CCC(C1O)O (E)-5-(2-hydroxyethyl)cyclopentane-1,2-diol